(S)-2-fluoro-4-(piperazin-1-yl)-N-(tetrahydrofuran-3-yl)benzamide tert-butyl-N-[4-[4-(trifluoromethyl)anilino]cyclohexyl]carbamate C(C)(C)(C)OC(NC1CCC(CC1)NC1=CC=C(C=C1)C(F)(F)F)=O.FC1=C(C(=O)N[C@@H]2COCC2)C=CC(=C1)N1CCNCC1